methyl-4H-pyrimido[1,2-b]pyridazin-4-one CC=1N=C2N(N=CC=C2)C(C1)=O